BrC1=C2C=C(N(C2=CC=C1)CC(F)(F)F)C1=NOC(=N1)CNC(=O)C1=CN(C=C1)[C@H]1[C@@H](CCC1)OC N-[[3-[4-bromo-1-(2,2,2-trifluoroethyl)indol-2-yl]-1,2,4-oxadiazol-5-yl]methyl]-1-[(1R,2R)-2-methoxycyclopentyl]pyrrole-3-carboxamide